N-Butyl-N-oleoylglycine C(CCC)N(CC(=O)O)C(CCCCCCC\C=C/CCCCCCCC)=O